[(2S,3S,4R,5R)-5-[2-chloro-4-[[(1R)-1-(2,4-difluorophenyl)ethyl]-amino]pyrrolo[2,3-d]-pyrimidin-7-yl]-3,4-dihydroxy-tetrahydro-furan-2-yl]methyl-sulfonylmethylphosphonic acid ClC=1N=C(C2=C(N1)N(C=C2)[C@H]2[C@@H]([C@@H]([C@H](O2)CS(=O)(=O)CP(O)(O)=O)O)O)N[C@H](C)C2=C(C=C(C=C2)F)F